2-((1E,3E)-4-(2-[18F]fluoro-6-(methylamino)pyridine-3-yl)buta-1,3-dienyl)benzofuran-5-ol [18F]C1=NC(=CC=C1/C=C/C=C/C=1OC2=C(C1)C=C(C=C2)O)NC